3-[2-(4,4-difluoro-1-piperidyl)ethyl]-6-{[2-(1-methylpyrazol-4-yl)-4-pyridyl]oxy}quinazolin-4-one FC1(CCN(CC1)CCN1C=NC2=CC=C(C=C2C1=O)OC1=CC(=NC=C1)C=1C=NN(C1)C)F